2,5-Dimethylhexane-3,4-diol CC(C)C(C(C(C)C)O)O